FC(C1=NNC=C1C=1C=C2C=CN(C(C2=CC1)=O)CC=1C=C(C=CC1)NC(C)=O)F N-(3-((6-(3-(Difluoromethyl)-1H-pyrazol-4-yl)-1-oxoisoquinolin-2(1H)-yl)methyl)phenyl)acetamide